C(C)OC(=O)C=1N=C(N(C1)C)C 1,2-dimethyl-1H-imidazole-4-carboxylic acid ethyl ester